Thiazole-5-amine S1C=NC=C1N